CC1N(C=CN1[N+](=O)[O-])CC(CCl)O 2-methyl-1-(3-chloro-2-hydroxypropyl)-3-nitro-1H-imidazole